N(=[N+]=[N-])CCCN(C(CCCCC(=O)N)=O)S(=O)(=O)C1=CC=CC=C1 N'-(3-Azidopropyl)-N6-(phenylsulfonyl)adipamide